C1(CC1)C([C@@H](C(=O)NC=1C=C2CC(CC2=CC1)(C(NC)=O)N1C(N[C@@H](C1)C(C)C)=O)NC(=O)C1=CC=NN1C(C)C)C1CC1 N-((2S)-1,1-dicyclopropyl-3-((2-((R)-4-isopropyl-2-oxoimidazolidin-1-yl)-2-(methylcarbamoyl)-2,3-dihydro-1H-inden-5-yl)amino)-3-oxopropan-2-yl)-1-isopropyl-1H-pyrazole-5-carboxamide